(R)-(8-(3,4-difluorophenyl)-6-azaspiro[3.4]octan-6-yl)(3-hydroxyisoxazol-5-yl)methanone FC=1C=C(C=CC1F)[C@H]1CN(CC12CCC2)C(=O)C2=CC(=NO2)O